C1(=CC=CC=C1)C=1C(=C(C=CC1NC1=CC(=CC=C1)C)C1=CC=C(C=C1)NC1=CC(=CC=C1)C)C1=CC=CC=C1 diphenyl-N,N'-bis(3-methylphenyl)-[1,1'-biphenyl]-4,4'-diamine